NC=1N=CC(=NC1)C(=O)N[C@@H]1C([C@H](C1(C)C)OC1=CC(=C(C=C1)C#N)Cl)(C)C trans-5-Amino-N-[3-(3-chloro-4-cyanophenoxy)-2,2,4,4-tetramethylcyclobutyl]pyrazine-2-carboxamide